C(C)(C)(C)OC([C@H](CCC(=O)OC(C)(C)C)NC(=O)N[C@H](C(=O)O)CCCCNC(=O)OCC1C2=CC=CC=C2C=2C=CC=CC12)=O (2S)-2-({[(2S)-1,5-di-tert-butoxy-1,5-dioxopentan-2-yl]carbamoyl}amino)-6-{[(9H-fluoren-9-ylmethoxy)carbonyl]amino}hexanoic acid